2-(((5-morpholinopentanoyl)oxy)methyl)-2-((oleoyloxy)methyl)propane-1,3-diyl dioleate C(CCCCCCC\C=C/CCCCCCCC)(=O)OCC(COC(CCCCCCC\C=C/CCCCCCCC)=O)(COC(CCCCCCC\C=C/CCCCCCCC)=O)COC(CCCCN1CCOCC1)=O